C(C=C)OC=1C=C(C=CC1)NC(=O)C=1C=NC2=CC=CC=C2C1 N-(3-(allyloxy)phenyl)quinoline-3-carboxamide